2-amino-6-(2-oxo-1,4-dihydroquinazolin-3(2H)-yl)benzonitrile NC1=C(C#N)C(=CC=C1)N1C(NC2=CC=CC=C2C1)=O